N,N-diethyl-2,2,2-trifluoroacetamide C(C)N(C(C(F)(F)F)=O)CC